Cl.N1=CNC(C2=C1C=CS2)=O thieno[3,2-d]pyrimidin-4(3H)-one hydrochloride